6-(3-Chloro-4-fluoro-phenyl)-3-fluoro-pyrazolo[4,3-b]pyridin ClC=1C=C(C=CC1F)C=1C=C2C(=NC1)C(=NN2)F